S1C(=CC=C1)C=1C=CC=2N(C1)C(=CN2)C2=NC(=NC=C2)N 4-(6-(thiophen-2-yl)imidazo[1,2-a]pyridin-3-yl)pyrimidin-2-amine